N(C1=CC=CC=C1)C1C=CC=C2C=CC=CN12 4-anilinoquinolizine